S(=O)(=O)(C)C1=CC=C(CC2CC3(CN(C3)C(=O)N3CC4(C3)NC(COC4)=O)CC2)C=C1 2-[6-(4-mesylbenzyl)-2-azaspiro[3.4]octane-2-carbonyl]-8-oxa-2,5-diazaspiro[3.5]nonan-6-one